O=C1N(C(C=C1)=O)CCCCCC(=O)N\N=C\C1=CC=C(C(=O)NCCOCCOCCOCCOCCC(=O)NCC2=CC=C(C=C2)C=2N=NC(=NN2)C)C=C1 (E)-1-(4-((2-(6-(2,5-dioxo-2,5-dihydro-1H-pyrrol-1-yl)hexanoyl)hydrazineylidene)methyl)benzamido)-N-(4-(6-methyl-1,2,4,5-tetrazin-3-yl)benzyl)-3,6,9,12-tetraoxapentadecan-15-amide